C(C(=C)C)(=O)OCCNC(OCCOCCOCCO)=O 13-hydroxy-4-oxo-5,8,11-trioxa-3-azatridecyl methacrylate